C(C=C)OCCCOCC1OC1 2-(3-prop-2-enyloxypropoxymethyl)oxirane